C(C1=CC=CC=C1)N1CC=2C(=C(N=C(C2CC1)N1CCN(CC1)C([C@@H](N)[C@H](OCC1=CC=CC=C1)C)=O)OC[C@H]1N(CCC1)C)C#N 6-benzyl-1-(4-(O-benzyl-L-threonyl)piperazin-1-yl)-3-(((S)-1-methylpyrrolidin-2-yl)methoxy)-5,6,7,8-tetrahydro-2,6-naphthyridine-4-carbonitrile